C(C(=C)C)(=O)OCC(CC1=CC=CC=C1)[Si](O[Si](C)(C)C)(O[Si](C)(C)C)O[Si](C)(C)C Methacryloxymethyl-phenethyl-tris(trimethylsiloxy)silane